2,6-dichlorophenylboric acid ClC1=C(C(=CC=C1)Cl)OB(O)O